(R)-7-(((tert-butyldiphenylsilyl)oxy)methyl)-4-(3,5-dimethoxybenzyl)-9-(4-fluoro-2-methylphenyl)-2-methyl-3,4-dihydrobenzo[f][1,4]oxazepin-5(2H)-one [Si](C1=CC=CC=C1)(C1=CC=CC=C1)(C(C)(C)C)OCC=1C=C(C2=C(C(N(C[C@H](O2)C)CC2=CC(=CC(=C2)OC)OC)=O)C1)C1=C(C=C(C=C1)F)C